C1(CCCC=2C3=CC=CC=C3C3=CC=CC=C3C12)=O 3,4-Dihydrotriphenylen-1(2H)-one